2-bromo-6-chloro-N-phenylbenzenesulfonamide BrC1=C(C(=CC=C1)Cl)S(=O)(=O)NC1=CC=CC=C1